BrC1=C(C=C(C=C1)CBr)O 2-bromo-5-(bromomethyl)phenol